C(C)N(C(OC(C)(C)C)=O)C1CCN(CC1)C=1SC(=C(C1)F)C(NC=1C=C(C=2N(C1)C=C(N2)C)F)=O tert-butyl N-ethyl-N-[1-[4-fluoro-5-([8-fluoro-2-methylimidazo[1,2-a]pyridin-6-yl]carbamoyl)thiophen-2-yl]piperidin-4-yl]carbamate